C(C(C)C)(=O)OC1=C(C=NC2=CC(=CC(=C2)Cl)Cl)C=C(C=C1OC(C(C)C)=O)Br N-(2,3-bis(isobutyryloxy)-5-bromobenzylidene)-3,5-dichlorobenzeneamine